2-(4-(phenanthren-9-yl)naphthalene-1-yl)-1,10-phenanthroline C1=CC=CC=2C3=CC=CC=C3C(=CC12)C1=CC=C(C2=CC=CC=C12)C1=NC2=C3N=CC=CC3=CC=C2C=C1